O1C(=CC=C1CN)CN furan-2,5-dimethanamine